NC=1C2=C(N=CN1)N(C(=C2C2=CC(=C(C=C2)C2CC2)OC)C#CC2CN(C2)C2CCN(CC2)C(C=C)=O)C 1-(4-(3-((4-amino-5-(4-cyclopropyl-3-methoxyphenyl)-7-methyl-7H-pyrrolo[2,3-d]pyrimidin-6-yl)ethynyl)azetidin-1-yl)piperidin-1-yl)prop-2-en-1-one